4-chlorobenzyl (4-(piperidin-4-ylmethyl)phenyl)carbamate N1CCC(CC1)CC1=CC=C(C=C1)NC(OCC1=CC=C(C=C1)Cl)=O